C(C=C)(=O)O.CC(C(=O)O)=C (methyl)acrylic acid (acrylate)